C=C(C(C1=C(C(=C(C(=C1C)C)C)C)O)(C1=CC=CC=2NN=NC21)C2=CC=CC=1NN=NC12)CC Methylenebis-benzotriazolyl-tetramethyl-butyl-phenol